ClC1=C(C(=NC=N1)NC1=C(C=CC(=C1)[N+](=O)[O-])N1CCN(CC1)C)N 6-chloro-N4-(2-(4-methylpiperazin-1-yl)-5-nitrophenyl)pyrimidine-4,5-diamine